ClC=1C=C2C=C(NC2=CC1OCC=1N=CSC1)CNC(=O)C1(CC1)F N-((5-chloro-6-(thiazol-4-ylmethoxy)-1H-indol-2-yl)methyl)-1-fluorocyclopropane-1-carboxamide